(S)-N-((3-chloro-4-fluorophenyl)(2-(trifluoromethyl)thiazol-4-yl)methyl)-2-methylpropane-2-sulfinamide ClC=1C=C(C=CC1F)C(N[S@@](=O)C(C)(C)C)C=1N=C(SC1)C(F)(F)F